FC(C(CCN[C@@H](CCS)C(=O)[O-])(C)O)(F)F (4,4,4-trifluoro-3-hydroxy-3-methylbutyl)-Z-homocysteinate